N1C(=NC2=C1C=CC=C2)[C@H](N2C(C1=CC(=CC=C1C2)C2=CC=C(C=C2)C2CCN(CC2)C)=O)C2=C(C=CC(=C2)F)O 2-[(R)-1H-benzimidazol-2-yl-(5-fluoro-2-hydroxy-phenyl)methyl]-6-[4-(1-methyl-4-piperidinyl)phenyl]isoindolin-1-one